di(cyclopentadienyl)-bis[2,6-difluoro-3-(3-(acetylamino)propyl)phenyl]titanium C1(C=CC=C1)[Ti](C1=C(C(=CC=C1F)CCCNC(C)=O)F)(C1=C(C(=CC=C1F)CCCNC(C)=O)F)C1C=CC=C1